4-((tert-butyldimethylsilyl)oxy)-N-methylcyclohexane-1-carboxamide [Si](C)(C)(C(C)(C)C)OC1CCC(CC1)C(=O)NC